2-(4-chlorobenzyl)-3-(4-chlorophenyl)-6-(2-hydroxypropan-2-yl)-3-((1-((2-(trimethylsilyl)ethoxy)methyl)-1H-pyrazol-4-yl)methoxy)isoindolin-1-one ClC1=CC=C(CN2C(C3=CC(=CC=C3C2(OCC=2C=NN(C2)COCC[Si](C)(C)C)C2=CC=C(C=C2)Cl)C(C)(C)O)=O)C=C1